[Si](C1=CC=CC=C1)(C1=CC=CC=C1)(C(C)(C)C)OCCCC[C@@H](C)OC1=NC(=CC=C1S(=O)(=O)CCC(=O)OC[C@@H](CCCC)CC)C |&1:40| (RS)-2-Ethylhexyl 3-((2-(((R)-6-((tert-butyldiphenylsilyl)oxy)hexan-2-yl)oxy)-6-methylpyridin-3-yl)sulfonyl)propanoate